4-chloro-1,3-xylylene diisocyanate ClC1=C(C=C(C=C1)CN=C=O)CN=C=O